BrC1=CC2=C(N(C(OC2)=O)C)C(=C1)F 6-Bromo-8-fluoro-1-methyl-1,4-dihydro-2H-benzo[d][1,3]oxazin-2-one